C(C1=CC=CC=C1)N1N=C(C2=C1N(C(N(C2=O)C)=O)CC2=CC=C(C=C2)OC)C2=CC(=NC(=C2Cl)Cl)NC(OC(C)(C)C)=O tert-butyl (4-(1-benzyl-7-(4-methoxybenzyl)-5-methyl-4,6-dioxo-4,5,6,7-tetrahydro-1H-pyrazolo[3,4-d]pyrimidin-3-yl)-5,6-dichloropyridin-2-yl)carbamate